(2R)-1-[2-[4-amino-1,3-bis[(4-fluorophenyl)methyl]-2,6-dioxo-pyrimidin-5-yl]-2-oxo-ethyl]piperidine-2-carboxamide NC=1N(C(N(C(C1C(CN1[C@H](CCCC1)C(=O)N)=O)=O)CC1=CC=C(C=C1)F)=O)CC1=CC=C(C=C1)F